4-isopropoxy-N-(4-(1-methyl-1H-pyrazol-4-yl)quinolin-8-yl)benzamide C(C)(C)OC1=CC=C(C(=O)NC=2C=CC=C3C(=CC=NC23)C=2C=NN(C2)C)C=C1